CN1N=C(C(=C1)NC(C1=NC(=CC=C1)C1=CC=NN1)=O)C1=NC=CC=C1 N-(1-methyl-3-(pyridin-2-yl)-1H-pyrazol-4-yl)-6-(1H-pyrazol-5-yl)picolinamide